CN(C)C1=CC=[N+](C=C1)[O-] 4-(N,N-dimethylamino)pyridine-N-oxide